3-[8-(trifluoromethyl)-[1,2,4]triazolo[4,3-a]pyridin-3-yl]cyclohexanamine FC(C=1C=2N(C=CC1)C(=NN2)C2CC(CCC2)N)(F)F